CN(C(=O)C=1C=C(C=CC1C(F)(F)F)NC(=O)C1=CC2=C(S1)C=CC=C2C=2C=C1C(=NC2)NC=C1)C N-(3-(dimethylcarbamoyl)-4-(trifluoromethyl)phenyl)-4-(1H-pyrrolo[2,3-b]pyridin-5-yl)benzo[b]thiophene-2-carboxamide